C(=O)(C=C)N1CC2(CN(C2)C2=CC=C(C=C2)C=2C=3N(C=C(C2)N2CC(C=CC=C2)(C)O)N=CC3C#N)C1 4-(4-(6-acryl-2,6-diazaspiro[3.3]heptane-2-yl)phenyl)-6-(3-hydroxy-3-methylazepin-1-yl)pyrazolo[1,5-a]pyridine-3-carbonitrile